8-bromo-5-chloro-chromanone BrC=1C=CC(=C2CCC(OC12)=O)Cl